3-bromo-1-(4-chlorophenyl)-2,2-difluoro-but-3-en-1-yl-4-tert-butylphenyl sulfide BrC(C(C(C1=CC=C(C=C1)Cl)C1=C(C=CC(=C1)C(C)(C)C)SC1=C(C=C(C=C1)C(C)(C)C)C(C(C(=C)Br)(F)F)C1=CC=C(C=C1)Cl)(F)F)=C